O.O.NC1=CC=C(C(=N1)F)C=1NC(=C(N1)F)[C@@H]1CCC2=CC(=CC(N12)=O)C1=C(C=CC(=C1)Cl)N1N=NN=C1 (3S)-3-[2-(6-amino-2-fluoro-3-pyridinyl)-4-fluoro-1H-imidazole-5-yl]-7-[5-chloro-2-(1H-tetrazol-1-yl)phenyl]-2,3-dihydro-5(1H)-indolizinone dihydrate